NC1=C2C(=NC=N1)N(N=C2C2=CC=C(C=C2)OC2=CC=CC=C2)C2CCN(CC2)CCCN2CC(CC2)CN2CCC(CC2)C2=CC=C(C=C2)N2C(NC(CC2)=O)=O 1-(4-(1-((1-(3-(4-(4-amino-3-(4-phenoxyphenyl)-1H-pyrazolo[3,4-d]pyrimidin-1-yl)piperidin-1-yl)propyl)pyrrolidin-3-yl)methyl)piperidin-4-yl)phenyl)dihydropyrimidine-2,4(1H,3H)-dione